FC=1C=C(C=C2CC(CC12)CNCCC1CN(C(O1)=O)C1=NC2=C(OCC(N2)=O)N=C1)OCCN1C(CCC1=O)=O 1-[2-[[7-fluoro-2-[[2-[2-oxo-3-(3-oxo-4H-pyrazino[2,3-b][1,4]oxazin-6-yl)-1,3-oxazolidin-5-yl]ethylamino]methyl]-2,3-dihydro-1H-inden-5-yl]oxy]ethyl]pyrrolidine-2,5-dione